BrC1=CC=CC2=CC=C3C=CC=NC3=C21 10-bromobenzo[h]quinoline